Cl.CNCCC1=CC(=CC=C1)[N+](=O)[O-] N-methyl-2-(3-nitrophenyl)ethanamine hydrochloride